2-[[4-(5,6-dimethylpyrimidin-4-yl)piperazin-1-yl]methyl]-1,3-benzothiazole CC=1C(=NC=NC1C)N1CCN(CC1)CC=1SC2=C(N1)C=CC=C2